1-(3-fluorophenyl)pyrazol-3-amine FC=1C=C(C=CC1)N1N=C(C=C1)N